6-(5-(2,4-dimethylpyridin-3-yl)-1H-pyrrolo[2,3-b]pyridin-3-yl)-4,4-dimethyl-3,4-dihydroisoquinolin-1(2H)-one CC1=NC=CC(=C1C=1C=C2C(=NC1)NC=C2C=2C=C1C(CNC(C1=CC2)=O)(C)C)C